2-((1S,2S)-2-(3-Cyano-4-oxo-1-((R)-1-(6-(trifluoromethyl)pyridin-3-yl)ethyl)-4,5-dihydro-1H-pyrazolo[3,4-d]pyrimidin-6-yl)cyclobutyl)pyridin-1-oxid C(#N)C1=NN(C=2N=C(NC(C21)=O)[C@@H]2[C@H](CC2)C2=[N+](C=CC=C2)[O-])[C@H](C)C=2C=NC(=CC2)C(F)(F)F